3-t-butyl(4-(2,4,9-trimethyl-5-oxo-5,6,7,8-tetrahydro-[1,3]dioxolo[4,5-g]isoquinolin-2-yl) bicyclo[2.2.2]octan-1-yl)carbamate C(C)(C)(C)C1CC2(CCC1(CC2)C2(OC=1C(=C(C=3CCNC(C3C1C)=O)C)O2)C)NC([O-])=O